5-(p-Chlorophenyl)-6-[1-(1-phenylethenyl)-1H-pyrazol-4-yl]-4-pyrimidinylamine ClC1=CC=C(C=C1)C=1C(=NC=NC1C=1C=NN(C1)C(=C)C1=CC=CC=C1)N